4-hydroxy-3-[4-(1H-pyrrolo[2,3-b]pyridin-4-yloxy)phenyl]-1-[3-(trifluoromethyl)phenyl]-2-imidazolidinone OC1N(C(N(C1)C1=CC(=CC=C1)C(F)(F)F)=O)C1=CC=C(C=C1)OC1=C2C(=NC=C1)NC=C2